hydrogen alpha-ketoglutarate O=C(C(=O)O)CCC(=O)[O-]